(R)-6-bromo-2-methyl-N-(1-(2-methyl-3-(trifluoromethyl)phenyl)ethyl)-7-(2,2,2-trifluoroethoxy)pyrido[2,3-d]pyrimidin-4-amine BrC1=CC2=C(N=C(N=C2N[C@H](C)C2=C(C(=CC=C2)C(F)(F)F)C)C)N=C1OCC(F)(F)F